8-amino-1,3-dimethyl-1h,2h,3h,4h-benzo[g]pteridine-2,4-dione NC1=CC2=C(N=C3C(N(C(N(C3=N2)C)=O)C)=O)C=C1